N=1NC=C2C=CC=C(C12)C#N 2H-indazole-7-carbonitrile